N[C@H](C)C1=CC(=NC=C1)N1N=CC(=C1)S(=O)(=O)NC=1C=CC=C2C=NN(C12)C (R)-1-(4-(1-AMINOETHYL)PYRIDIN-2-YL)-N-(1-METHYL-1H-INDAZOL-7-YL)-1H-PYRAZOLE-4-SULFONAMIDE